CNC(=S)C1=CC=NC2=C(C=CC=C12)[C@H](CNC1=CC(=NC=N1)C=1C=NC(=NC1)C)C (R)-N-methyl-8-(1-((2'-methyl-[4,5'-bipyrimidin]-6-yl)amino)propan-2-yl)quinoline-4-carbothioamide